FC(C1=CC=CC=2N=C(COC21)N)(F)F 8-(trifluoromethyl)-2H-1,4-benzoxazin-3-amine